4-cyclopropyl-N-(2,4-dimethoxy-phenyl)thiadiazole-5-carboxamide C1(CC1)C=1N=NSC1C(=O)NC1=C(C=C(C=C1)OC)OC